[Fe].[Mn].[Li] lithium manganese-iron